C1CC12CCN(CC2)C2=C(C(=O)NC1=CC3=C(N=NC(=C3)O)C(=N1)N1CCC(CC1)(F)F)C=CC(=C2)NS(=O)(=O)CCO 2-{6-Azaspiro[2.5]oct-6-yl}-N-[8-(4,4-difluoropiperidin-1-yl)-3-hydroxypyrido[3,4-c]pyridazin-6-yl]-4-(2-hydroxyethanesulfonylamino)benzamide